C1([C@H](O)[C@@H](O)[C@H](O)[C@H](O1)CO)NNC(=S)NC1=CC=CC=C1 (D-glucopyranosyl)-4-phenylthiosemicarbazide